C(CCCCCC(=O)OCCC(CCCC)CCCC)(=O)OCC(COC(CCC(OCCCC\C=C/CC)OCCCC\C=C/CC)=O)COC(CCC(CCCCCC)OC(NCCN1CCCC1)=O)=O 1-(3-((4,4-bis(((Z)-oct-5-en-1-yl)oxy)butanoyl)oxy)-2-(((4-(((2-(pyrrolidin-1-yl)ethyl)carbamoyl)oxy)decanoyl)oxy)methyl)propyl) 7-(3-butylheptyl) heptanedioate